2,5-dihydropyrrole 1-oxide [NH+]1(CC=CC1)[O-]